N1C(=NC=C1)N[C@H](CC)C1=CC=CC=C1 (R,S)-(1H-imidazol-2-yl)-(1-phenyl-propyl)-amine